(4-(3-Fluoro-5-(((S)-pyrrolidin-3-yl)oxy)benzoyl)piperazin-1-yl)(4'-fluoro-6-(((S)-pyrrolidin-3-yl)oxy)-[1,1'-biphenyl]-3-yl)methanone hydrochloride Cl.FC=1C=C(C(=O)N2CCN(CC2)C(=O)C=2C=C(C(=CC2)O[C@@H]2CNCC2)C2=CC=C(C=C2)F)C=C(C1)O[C@@H]1CNCC1